6-(2,3-dihydro-1,4-benzodioxin-6-yl)-4-oxo-4,5-dihydro-pyrazolo[1,5-a]pyrazine-2-carboxylic acid O1CCOC2=C1C=CC(=C2)C=2NC(C=1N(C2)N=C(C1)C(=O)O)=O